C(C)C1=NC(=NO1)C=1C=C2CC[C@H](C2=CC1)NC(=O)C=1SC(=NN1)C (R)-N-(5-(5-ethyl-1,2,4-oxadiazol-3-yl)-2,3-dihydro-1H-inden-1-yl)-5-methyl-1,3,4-thiadiazole-2-carboxamide